C(#N)C1=NC2=CC(=CC(=C2N=C1N1CCC(CC1)(F)F)[C@@H](C)NC1=C(C(=O)[O-])C=CC=C1)C (R)-2-((1-(2-cyano-3-(4,4-difluoropiperidin-1-yl)-7-methylquinoxalin-5-yl)ethyl)amino)benzoate